(4-(1-(cyclopropylmethyl)-1H-benzo[d]imidazol-2-yl)piperidin-1-yl)(1-methyl-3-(o-tolyl)-1H-indazol-7-yl)methanone C1(CC1)CN1C(=NC2=C1C=CC=C2)C2CCN(CC2)C(=O)C=2C=CC=C1C(=NN(C21)C)C2=C(C=CC=C2)C